N-(2-carbamoylpyridine-4-yl)-2-(4,4-difluoroazepan-1-yl)quinoline-3-carboxamide C(N)(=O)C1=NC=CC(=C1)NC(=O)C=1C(=NC2=CC=CC=C2C1)N1CCC(CCC1)(F)F